NC1=C(C(=C(C(=C1OCC)OCC)OCC)N)N triaminotriethoxybenzene